ClC1=C(C=CC=C1)C=1C=NNC1C1=CC=C(C2=CC=CC=C12)OC 4-(2-chlorophenyl)-5-(4-methoxynaphthalene-1-yl)-1H-pyrazole